C(C)(C)(C)OC(=O)NC1(CC2=CC(=CC=C2CC1)OC1=C(C=CC=C1)C1=C(C(=CC=C1)C)Cl)C(=O)OC methyl 2-((tert-butoxycarbonyl) amino)-7-((2'-chloro-3'-methyl-[1,1'-biphenyl]-2-yl) oxy)-1,2,3,4-tetrahydronaphthalene-2-carboxylate